methyl 4-bromo-3-methoxy-2-methylbenzoate BrC1=C(C(=C(C(=O)OC)C=C1)C)OC